diphosphinophenyl-amine PN(C1=CC=CC=C1)P